(2S,2'S,2''S)-3,3',3''-((nitrilotris(methylene))tris(benzo[b]thiophene-3,5-diyl))tris(2-((R)-pyrrolidin-3-yl)propionic acid) N(CC=1C2=C(SC1)C=CC(=C2)C[C@H](C(=O)O)[C@@H]2CNCC2)(CC=2C1=C(SC2)C=CC(=C1)C[C@H](C(=O)O)[C@@H]1CNCC1)CC=1C2=C(SC1)C=CC(=C2)C[C@H](C(=O)O)[C@@H]2CNCC2